trans-2-((4-(4-(4-Chlorophenyl)-5-((methylsulfonyl)methyl)-4H-1,2,4-triazol-3-yl)cyclohexyl)oxy)pyridine ClC1=CC=C(C=C1)N1C(=NN=C1CS(=O)(=O)C)[C@@H]1CC[C@H](CC1)OC1=NC=CC=C1